C(#N)C=1C=NC2=CC=C(C=C2C1C=1CC=NCC1)C=1C=NC(=C(C1)NS(=O)(=O)C1=C(C=CC=C1F)F)OC 4-(3-cyano-6-(5-((2,6-difluorophenyl)sulfonamido)-6-methoxypyridin-3-yl)quinolin-4-yl)-3,6-dihydropyridine